FC1(C(OC(C1O)CO)N1C(N=C(C=C1)N1C(CCC1=O)=O)=O)F N4-(1-(3,3-difluoro-4-hydroxy-5-(hydroxymethyl)tetrahydrofuran-2-yl)-2-oxo-1,2-dihydropyrimidin-4-yl)succinimide